2-{[(3-tert-butyl-1,2,4-oxadiazol-5-yl)methyl]sulfanyl}-6-methylpyrimidin-4-amine C(C)(C)(C)C1=NOC(=N1)CSC1=NC(=CC(=N1)N)C